CC(CC)C(CC)C 3,4-Dimethylhexan